C(CCCC)C(CCCOC(C(CCCCCCN(CCCCCCC(C(OCCCC(CCCCC)CCCCC)=O)(C)C)CC1=CC=CC=C1)(C)C)=O)CCCCC 4-pentylnonyl-8-[benzyl-[7,7-dimethyl-8-oxo-8-(4-pentylnonoxy)octyl]amino]-2,2-dimethyl-octanoate